Cl.BrCCCNC(=NC1=NC(=CC(=N1)C1=CC=C(C=C1)OC)C1=CC(=CC=C1)[N+](=O)[O-])N 1-(3-bromopropyl)-2-(4-(4-methoxyphenyl)-6-(3-nitrophenyl)pyrimidin-2-yl)guanidine hydrochloride